N-(6-bromopyridin-3-yl)-6-(1H-imidazol-1-yl)picolinamide BrC1=CC=C(C=N1)NC(C1=NC(=CC=C1)N1C=NC=C1)=O